ClC1=C(C=C(CNC(C(C)C)=O)C=C1)C=1NC(C=C(N1)C1=CC=C(C=C1)SC)=O N-(4-chloro-3-{4-[4-(methylthio)phenyl]-6-oxo-1,6-dihydropyrimidin-2-yl}benzyl)isobutyramide